Ethyl ((((1S,4R)-4-(2-amino-6-chloro-9H-purin-9-yl)cyclopent-2-en-1-yl) methoxy)(naphthalen-1-yloxy)phosphoryl)-L-alaninate NC1=NC(=C2N=CN(C2=N1)[C@H]1C=C[C@H](C1)COP(=O)(OC1=CC=CC2=CC=CC=C12)N[C@@H](C)C(=O)OCC)Cl